4-[6-{[(1S)-1-cyclopropyl-2,2,2-trifluoroethyl]carbamoyl}-3-fluoro-5-oxo-8-(2,4,6-trifluorophenyl)-5,8-dihydro-1,8-naphthyridin-2-yl]piperazine-1-carboxylic acid tert-butyl ester C(C)(C)(C)OC(=O)N1CCN(CC1)C1=NC=2N(C=C(C(C2C=C1F)=O)C(N[C@H](C(F)(F)F)C1CC1)=O)C1=C(C=C(C=C1F)F)F